C(C(C)(C)C)(=O)OCN1C(C=CC2=CC=C(C=C12)CCN1CCN(CC1)C1=CC(=CC=2SC=CC21)F)=O (7-(2-(4-(6-Fluorobenzo[b]thiophen-4-yl)piperazin-1-yl)ethyl)-2-oxo quinolin-1(2H)-yl)methyl pivalate